C1=CC=CC=2C3=CC=CC=C3C(=CC12)C1=CC(=CC2=NN(N=C21)C2=CC=C(C=C2)C=2C=NC=CC2)C=2C1=CC=CC=C1C=1C=CC=CC1C2 4,6-bis(phenanthren-9-yl)-2-{4-(pyridin-3-yl)phenyl}-2H-benzotriazole